7-Bromo-1,3-dihydrofuro[3,4-c]pyridin-4-amine BrC=1C2=C(C(=NC1)N)COC2